ClC1=C(C=C2NC(C(N(C2=C1)CCCO)=O)=O)F 7-chloro-6-fluoro-1-(3-hydroxypropyl)-1,4-dihydroquinoxaline-2,3-dione